3-[2-(2-methylthiazol-4-yl)ethynyl]pyridine CC=1SC=C(N1)C#CC=1C=NC=CC1